CC1OC2(OC1)CC1=C(C=C(S1)N)CC2 Methyl-2-amino-4,7-dihydro-5H-spiro[1-benzothiophene-6,2'-[1,3]dioxolane]